di(2,6-dimethylphenyl)ethylenediamine CC1=C(C(=CC=C1)C)NCCNC1=C(C=CC=C1C)C